N-[[6-(2-Fluorophenoxy)-2-pyridyl]sulfonyl]-2-(2,2,4-trimethylpyrrolidin-1-yl)pyridin-3-carboxamid FC1=C(OC2=CC=CC(=N2)S(=O)(=O)NC(=O)C=2C(=NC=CC2)N2C(CC(C2)C)(C)C)C=CC=C1